6-((1-(4-fluorophenyl)-4-hydroxypiperidin-4-yl)methyl)-2-methyl-3-(1-oxo-2,3-dihydro-1H-inden-5-yl)-2H-pyrazolo[4,3-d]pyrimidin-7(6H)-one FC1=CC=C(C=C1)N1CCC(CC1)(O)CN1C=NC=2C(C1=O)=NN(C2C=2C=C1CCC(C1=CC2)=O)C